FC=1C=C2C(C=C(NC2=C(C1)CCCC=C)C(=O)OC)=C=O methyl 6-fluoro-4-carbonyl-8-(pent-4-en-1-yl)-1,4-dihydroquinoline-2-carboxylate